C(C1=CC=CC=C1)OC1=NC=CC=C1C=1C=C(C=C2C3=C(NC12)C(=NC=C3)C)Cl 8-(2-Benzyloxy-pyridin-3-yl)-6-chloro-1-methyl-9H-pyrido[3,4-b]indole